C(C1=CC=CC=C1)OC1=C(C(=CC(=C1)C(F)F)O)C(=O)N1CC2=CC=C(C=C2C1)O[C@@H]1CN(CC1)C (S)-(2-(Benzyloxy)-4-(difluoromethyl)-6-hydroxyphenyl)(5-((1-methylpyrrolidin-3-yl)oxy)isoindolin-2-yl)methanone